C(C)[C@]1(C2=C(NC=3N=CC(=CC13)F)CC(CC2=O)(C)C)C2=CC(=CC=C2)C2=CC=NC=1CCCCC21 (S)-5-ethyl-3-fluoro-8,8-dimethyl-5-(3-(5,6,7,8-tetrahydroquinolin-4-yl)phenyl)-5,8,9,10-tetrahydrobenzo[b][1,8]naphthyridin-6(7H)-one